NC[C@H]1OC(N2[C@@H]1COC1=C2C=CC(=C1)S(=O)(=O)N1CCN(CC1)C1=NC(=CC(=C1)C([C@H]1CNCCO1)(F)F)Cl)=O (3R,3aR)-3-(aminomethyl)-7-[4-[6-chloro-4-[difluoro-[(2R)-morpholin-2-yl]methyl]-2-pyridyl]piperazin-1-yl]sulfonyl-3a,4-dihydro-3H-oxazolo[4,3-c][1,4]benzoxazin-1-one